4-(2-(4-Methoxyphenyl)imidazo[1,2-a]pyridin-7-yl)phenol COC1=CC=C(C=C1)C=1N=C2N(C=CC(=C2)C2=CC=C(C=C2)O)C1